COC(CCN1C(C2=CC=C(C=C2CC1)C=1C(=NC=CC1)SC(C)C)=O)=O 3-[6-(2-isopropylsulfanyl-pyridin-3-yl)-1-oxo-3,4-dihydro-1H-isoquinolin-2-yl]-Propionic acid methyl ester